ClC(F)(F)F 1-Chlorotrifluoromethane